C1=COC(=C1)C(=O)NCC(=O)[O-] The molecule is a monocarboxylic acid anion that is the conjugate base of N-(2-furoyl)glycine, obtained by deprotonation of the carboxy group; major species at pH 7.3. It has a role as a human metabolite. It is a N-acylglycinate and a monocarboxylic acid anion. It is a conjugate base of a N-(2-furoyl)glycine.